NC1=C(C=NN1C1=CC=C(C=C1)OC)C(=O)N1C[C@@]2(CCC1)C1=C(NC(O2)=O)C=CC(=C1F)Cl (R)-1'-(5-Amino-1-(4-methoxyphenyl)-1H-pyrazole-4-carbonyl)-6-chloro-5-fluorospiro[benzo[d][1,3]oxazine-4,3'-piperidin]-2(1H)-one